(6-(4-((5-chloro-6-(2H-1,2,3-triazol-2-yl)pyridin-3-yl)carbamoyl)-5-(trifluoromethyl)-1H-pyrazol-1-yl)-3-fluoropyridin-2-yl)carbamic acid tert-butyl ester C(C)(C)(C)OC(NC1=NC(=CC=C1F)N1N=CC(=C1C(F)(F)F)C(NC=1C=NC(=C(C1)Cl)N1N=CC=N1)=O)=O